7-(4-methylpentyl)-6-pentylpentadecane CC(CCCC(C(CCCCC)CCCCC)CCCCCCCC)C